N-(4-chlorobenzyl)-N-(1-phenethylpiperidin-4-yl)-2-furoamide ClC1=CC=C(CN(C(=O)C=2OC=CC2)C2CCN(CC2)CCC2=CC=CC=C2)C=C1